C(C(C(CCCC[C@H]1CCC[C@@H]1CCCCCCCC)[2H])([2H])[2H])(=O)O prostanoic acid-d3